(6R)-17-amino-6,15-bis(trifluoromethyl)spiro[19-oxa-3,4,13,18-tetrazatricyclo[12.3.1.12,5]nonadeca-1(18),2,4,14,16-pentaene-12,4'-tetrahydropyran]-6-ol NC1=CC(=C2NC3(CCOCC3)CCCCC[C@](C3=NN=C(C1=N2)O3)(O)C(F)(F)F)C(F)(F)F